(3R,4S)-1-((4-chloro-2-(difluoromethyl)phenyl)sulfonyl)-4-((4-chloro-phenyl)sulfonyl)-3-(hydroxymethyl)pyrrolidin-3-ol ClC1=CC(=C(C=C1)S(=O)(=O)N1C[C@@]([C@H](C1)S(=O)(=O)C1=CC=C(C=C1)Cl)(O)CO)C(F)F